FC(CN1N=C(C(=C1)C1=C(C=CC=C1)[C@H]1C2=C(CN(C1)C(\C=C\CN(C)C)=O)SC(=C2)C#N)C(F)(F)F)F (S,E)-4-(2-(1-(2,2-difluoroethyl)-3-(trifluoromethyl)-1H-pyrazol-4-yl)phenyl)-6-(4-(dimethylamino)but-2-enoyl)-4,5,6,7-tetrahydrothieno[2,3-c]pyridine-2-carbonitrile